ClC=1C(=NN2C1C(NCC2)=O)C2=C1C(=NC=C2)C=NN1CC1=CC=C(C=C1)OC 3-chloro-2-{1-[(4-methoxyphenyl)methyl]pyrazolo[4,3-b]pyridin-7-yl}-5H,6H,7H-pyrazolo[1,5-a]pyrazin-4-one